2-Methyl-1-(piperazin-1-yl)propan-1-one hydrochloride Cl.CC(C(=O)N1CCNCC1)C